[Na].CC(C)C=1C=C(C=C(C1)C(C)C)NC(NS(N(C1CCN(CC1)C)C=1C=NN(C1)C)(=O)=O)=O 3-[3,5-bis(propan-2-yl)phenyl]-1-[(1-methyl-1H-pyrazol-4-yl)(1-methylpiperidin-4-yl)sulfamoyl]urea Sodium Salt